C(CCC)C(C(=O)O)(CCCCCCC)CCCC 2,2-dibutyl-nonanoic acid